(4-((2S,4S)-1-((R)-2-(2-naphthamido)-3-cyclohexylpropanoyl)-4-(5-(2-hydroxypropan-2-yl)-1H-1,2,3-triazol-1-yl)pyrrolidine-2-carboxamido)tetrahydro-2H-pyran-4-yl)boronic acid C1=C(C=CC2=CC=CC=C12)C(=O)N[C@@H](C(=O)N1[C@@H](C[C@@H](C1)N1N=NC=C1C(C)(C)O)C(=O)NC1(CCOCC1)B(O)O)CC1CCCCC1